FC(OC1=CC=C(C=C1)S(=O)(=O)N1CC2=C(C1)CN(C2)C(C(C2=CC=C(C=C2)C(F)(F)F)O)=O)F 1-{5-[4-(Difluoromethoxy)benzenesulfonyl]-1H,2H,3H,4H,5H,6H-pyrrolo[3,4-c]pyrrol-2-yl}-2-hydroxy-2-[4-(trifluoromethyl)phenyl]ethan-1-one